2,4,6-triethyl-1,3,5-benzenetricarboxylic acid C(C)C1=C(C(=C(C(=C1C(=O)O)CC)C(=O)O)CC)C(=O)O